(6-Chlorochroman-3-yl)-[2-(5-chloro-1H-pyrazol-4-yl)-7-(2-hydroxy-2-methyl-propyl)pyrrolo[2,3-d]pyrimidin-5-yl]methanone ClC=1C=C2CC(COC2=CC1)C(=O)C1=CN(C=2N=C(N=CC21)C=2C=NNC2Cl)CC(C)(C)O